(P)-4-(2-chlorophenyl)-7-(4-methyl-1,3-thiazol-5-yl)-2-(2-(2-propenoyl)-2,6-diazaspiro[3.4]octan-6-yl)-3-quinolinecarbonitrile ClC1=C(C=CC=C1)C1=C(C(=NC2=CC(=CC=C12)C1=C(N=CS1)C)N1CC2(CN(C2)C(C=C)=O)CC1)C#N